FC=1C=CC=C2C(=CC=NC12)OCC(=O)NNC=1N=NC(=NN1)N1CCOCC1 ((8-fluoroquinolin-4-yl)oxy)-N'-(6-morpholinyl-1,2,4,5-tetrazin-3-yl)acetohydrazide